OC(CNC=1SC(=NN1)SCC=1C=NC=CC1)CC(CCC[Si](OC)(OC)OC)=O 2-[2-hydroxy-4-oxo-7-(trimethoxysilyl)heptylamino]-5-(m-pyridylmethylthio)-1,3,4-thiadiazole